C(C)C=1C(=CC=C2C=C(C=C(C12)C1=C(C=2N=C(N=C(C2C=N1)NCC1CC(N1)=O)OC[C@]12CCCN2C[C@@H](C1)F)F)O)F 4-(((7-(8-ethyl-7-fluoro-3-hydroxynaphthalen-1-yl)-8-fluoro-2-(((2R,7aS)-2-fluorohexahydro-1H-pyrrolizin-7a-yl)methoxy)pyrido[4,3-d]pyrimidin-4-yl)amino)methyl)azetidin-2-one